methyl (1S,4R)-4-((tert-butoxycarbonyl) amino)-1,2-dimethylcyclopent-2-enecarboxylate C(C)(C)(C)OC(=O)N[C@H]1C=C([C@](C1)(C(=O)OC)C)C